NC1=NC(N(C=C1F)[C@@H]1O[C@@]([C@H](C1)O)(CSC)CO)=O |&1:10| 4-amino-5-fluoro-1-((2R,4S,SR)-4-hydroxy-5-(hydroxymethyl)-5-((methylthio)methyl)tetrahydrofuran-2-yl)pyrimidin-2(1H)-one